C1=CC=CC2=C1C1=C(CS2)C=CC=C1 Dibenzothiainine